ClC1=CC=2N(C=C1)C=NC2CC(=O)NCC=2N=NN(C2)CC=2N=C1N(C=C(C=C1)C1CC1)C2 2-(7-Chloroimidazo[1,5-a]pyridin-1-yl)-N-((1-((6-cyclopropylimidazo[1,2-a]pyridin-2-yl)methyl)-1H-1,2,3-triazol-4-yl)methyl)acetamide